COC(C1=C(C(=CC(=C1)Br)F)CBr)=O 5-bromo-2-(bromomethyl)-3-fluoro-benzoic acid methyl ester